O1C(OCC1)C1=C(CN2C(NC(C3=C2C=CN3)=O)=S)C=CC(=C1)OC (2-(1,3-dioxolan-2-yl)-4-methoxybenzyl)-2-thioxo-1,2,3,5-tetrahydro-4H-pyrrolo[3,2-d]pyrimidin-4-one